CC1=NC=CC(=C1)C1=CN=C(S1)N 5-(2-methylpyridin-4-yl)thiazol-2-amine